(4R)-4-(3-chloro-2-fluorophenyl)-5-fluoro-6-{[1-(2-hydroxy-2-methylpropanoyl)azetidin-3-yl]amino}-4-methyl-2-(1-methyl-1H-imidazol-4-yl)-3,4-dihydro-2,7-naphthyridin-1(2H)-one ClC=1C(=C(C=CC1)[C@]1(CN(C(C2=CN=C(C(=C12)F)NC1CN(C1)C(C(C)(C)O)=O)=O)C=1N=CN(C1)C)C)F